3-(thiazol-5-ylmethyl)urea S1C=NC=C1CNC(N)=O